N-[3-(5-chloro-1H-pyrrolo[2,3-b]pyridine-3-carbonyl)-2-fluoro-phenyl]-4-methyl-piperazine-1-sulfonamide ClC=1C=C2C(=NC1)NC=C2C(=O)C=2C(=C(C=CC2)NS(=O)(=O)N2CCN(CC2)C)F